3-(benzyl-(4-(3,4-dichlorophenyl)-5-isobutylthiazol-2-yl)amino)-N-(3-(1,3-dioxoisoindolin-2-yl)propylsulfonyl)propanamide C(C1=CC=CC=C1)N(CCC(=O)NS(=O)(=O)CCCN1C(C2=CC=CC=C2C1=O)=O)C=1SC(=C(N1)C1=CC(=C(C=C1)Cl)Cl)CC(C)C